FCC1CN(C1)CCNC1=CC(=C(C=C1)[C@H]1N([C@@H](CC2=C1NC1=CC=CC=C21)C)CC(F)(F)F)OC(F)(F)F N-(2-(3-(Fluoromethyl)azetidin-1-yl)ethyl)-4-((1R,3R)-3-methyl-2-(2,2,2-trifluoroethyl)-2,3,4,9-tetrahydro-1H-pyrido[3,4-b]indol-1-yl)-3-(trifluoromethoxy)aniline